(1S,3aR,6aS)-N-((S)-1-Cyano-2-((S)-2-oxopiperidin-3-yl)ethyl)-2-(4,7-difluoro-6-methyl-1H-indole-2-carbonyl)-5,5-difluorooctahydrocyclopenta[c]pyrrole-1-carboxamide C(#N)[C@H](C[C@H]1C(NCCC1)=O)NC(=O)[C@H]1N(C[C@H]2[C@@H]1CC(C2)(F)F)C(=O)C=2NC1=C(C(=CC(=C1C2)F)C)F